bismuth telluride sulfide [Bi](=[Te])=S